1-(4-((4-((3'-amino-2',4'-difluoro-4-methoxy-[1,1'-biphenyl]-3-yl)amino)-7-Methoxyquinazolin-6-yl)oxy)piperidin-1-yl)prop-2-en-1-one NC=1C(=C(C=CC1F)C1=CC(=C(C=C1)OC)NC1=NC=NC2=CC(=C(C=C12)OC1CCN(CC1)C(C=C)=O)OC)F